5,6,7,8-tetrahydroimidazo[1,2-a]pyrazine-2-carboxylic acid ethyl ester C(C)OC(=O)C=1N=C2N(CCNC2)C1